N'-(2-trifluoromethylphenyl)-4-[5-(trifluoromethyl)-1,2,4-oxadiazol-3-yl]benzoyl-hydrazine FC(C1=C(C=CC=C1)NNC(C1=CC=C(C=C1)C1=NOC(=N1)C(F)(F)F)=O)(F)F